(2S,4S)-2-(((2,7-Dichloro-8-fluoro-4-hydroxypyrido[4,3-d]pyrimidin-5-yl)oxy)methyl)azocane-4-carbonitrile ClC=1N=C(C2=C(N1)C(=C(N=C2OC[C@H]2NCCCC[C@@H](C2)C#N)Cl)F)O